1,2-dimethyl-5-(4,4,5,5-tetramethyl-1,3,2-dioxaborolan-2-yl)-6-(trifluoromethyl)-1H-benzo[d]imidazole CN1C(=NC2=C1C=C(C(=C2)B2OC(C(O2)(C)C)(C)C)C(F)(F)F)C